(E)-4-(2-(1-(2-methoxyethyl)-1H-pyrazol-4-yl)-3-methyl-5-(2-(3-methylbenzylidene)hydrazinyl)-3H-imidazo[4,5-b]pyridin-7-yl)morpholine COCCN1N=CC(=C1)C1=NC=2C(=NC(=CC2N2CCOCC2)N/N=C/C2=CC(=CC=C2)C)N1C